FC(C)(F)C1=NC(=NN1C)C=1C=CC(=NC1C)N[C@@H]1CN(CC1)C([C@H](C)C1=CC(=NC=C1F)OC)=O (2R)-1-[(3S)-3-({5-[5-(1,1-Difluoroethyl)-1-methyl-1H-1,2,4-triazol-3-yl]-6-methylpyridin-2-yl}amino)pyrrolidin-1-yl]-2-(5-fluoro-2-methoxypyridin-4-yl)propan-1-on